(2S,5S)-4-(bicyclo[4.1.0]heptane-1-carbonyl)-2,3,4,5-tetrahydro-2,5-methanopyrido[3,4-f][1,4]oxazepine-9-carbonitrile C12(CCCCC2C1)C(=O)N1C[C@H]2OC3=C([C@@H]1C2)C=NC=C3C#N